1-((1S,4S)-5-(4-((5-Chloro-4-(2,2-difluoroethoxy)-2-fluorophenyl)amino)pyrido[3,2-d]pyrimidin-6-yl)-2,5-diazabicyclo[2.2.1]heptan-2-yl)prop-2-en-1-one ClC=1C(=CC(=C(C1)NC=1C2=C(N=CN1)C=CC(=N2)N2[C@@H]1CN([C@H](C2)C1)C(C=C)=O)F)OCC(F)F